NC1=CC=C(C=C1)C1=NN(C(=C1C(=O)N)NC)C(C)(C)C 3-(4-aminophenyl)-1-tert-butyl-5-(methylamino)-1H-pyrazole-4-carboxamide